FC(C(=O)N(C)OC)(C)F 2,2-difluoro-N-methoxy-N-methyl-propanamide